C1(CC1)OC=1C(=NC=C(C=O)C1)NC 5-CYCLOPROPOXY-6-(METHYLAMINO)NICOTINALDEHYDE